NC1=C(C=CC=C1)NC(C1=CC=C(C=C1)CN1C2=NC(=NC(=C2N=C1)NCCCC)Cl)=O N-(2-aminophenyl)-4-(2-chloro-6-butylamino-purin-9-ylmethyl)-benzamide